CC1=C(C=NC=C1)COC1=NC=C(C=C1)C1=NOC(=N1)C(F)(F)F 2-[(4-methylpyridin-3-yl)methoxy]-5-[5-(trifluoromethyl)-1,2,4-oxadiazol-3-yl]pyridine